C(C)(C)(C)OC(=O)N[C@@H](C(=O)OC)CCCOC1=C(C(=C(C=C1)Cl)Cl)C(C=1C=NN2C1N=CN=C2N(C2=CC=CC=C2)C)O methyl (2R)-2-((tert-butoxycarbonyl)amino)-5-(3,4-dichloro-2-(hydroxy(4-(methyl(phenyl)amino)pyrazolo[1,5-a][1,3,5]triazin-8-yl)methyl)phenoxy)pentanoate